2,6-dimethylpiperidinylpimelic methyl ester COC(C(CCCCC(=O)O)N1C(CCCC1C)C)=O